C(#N)C=1C=C(C=CC1)OC1=CC=C2C(N(C(C2=C1)=O)C=1C(=C(C=CC1)C1=CC=CC=C1)F)=O 6-((3-cyanophenyl)oxy)-2-(2-fluoro-[1,1'-biphenyl]-3-yl)-1,3-dioxoisoindole